1-(2-Chloro-8-(cyclopropylmethyloxy)quinolin-5-yl)-2-(3,5-dichloropyridin-4-yl)ethan-1-one ClC1=NC2=C(C=CC(=C2C=C1)C(CC1=C(C=NC=C1Cl)Cl)=O)OCC1CC1